ClC=1C=NC=C(C1[C@@H](C)OC=1C=C2C(=NN(C2=CC1OC)C1OCCCC1)I)Cl 5-[(1R)-1-(3,5-dichloro-4-pyridyl)ethoxy]-3-iodo-6-methoxy-1-tetrahydropyran-2-yl-indazole